C(CCCCCC)N(C(C)=O)CCCCCCC N,N-diheptyl-acetamide